Cl.FC(C1=NC=CC=C1OCC1[C@H]2CNC[C@@H]12)(F)F (1R,5S,6r)-6-(((2-(trifluoromethyl)pyridin-3-yl)oxy)methyl)-3-azabicyclo[3.1.0]hexane hydrochloride